7-chloro-5-(2-(3-(morpholinomethyl)phenyl)-1H-pyrrolo[2,3-b]pyridin-4-yl)-1H-indazol-3-amine ClC=1C=C(C=C2C(=NNC12)N)C1=C2C(=NC=C1)NC(=C2)C2=CC(=CC=C2)CN2CCOCC2